N-behenoyl-isoleucine C(CCCCCCCCCCCCCCCCCCCCC)(=O)N[C@@H]([C@@H](C)CC)C(=O)O